N-(2-methacrylamidoethyl)imidazolin-2-one C(C(=C)C)(=O)NCCN1C(NCC1)=O